C1=C(C=CC=2SC3=CC=CC=C3NC12)C(C)C1=CC=C(C#N)C=C1 4-(1-(10H-phenothiazin-2-yl)ethyl)benzonitrile